(Z)-4-((2-(4-(N-(2-(dinonylamino)ethyl)-N-nonylglycyl)piperazin-1-yl)-2-oxoethyl)(tetradecyl)amino)but-2-en-1-yl nonanoate (Z)-4-Hydroxybut-2-en-1-ylnonanoate OC\C=C/COC(CCCCCCCC)=O.C(CCCCCCCC)(=O)OC\C=C/CN(CCCCCCCCCCCCCC)CC(=O)N1CCN(CC1)C(CN(CCCCCCCCC)CCN(CCCCCCCCC)CCCCCCCCC)=O